3-(benzyloxy)-5-bromopyrazin-2-amine C(C1=CC=CC=C1)OC=1C(=NC=C(N1)Br)N